bis[2,4,6-trimethylbenzoyl]phenylphosphine oxide CC1=C(C(=O)P(C2=CC=CC=C2)(C(C2=C(C=C(C=C2C)C)C)=O)=O)C(=CC(=C1)C)C